5'-methyl-4-pentyl-3-(pyrazin-2-yl)-1',2',3',4'-tetrahydro-[1,1'-biphenyl]-2,6-diol CC=1CCCC(C1)C=1C(=C(C(=CC1O)CCCCC)C1=NC=CN=C1)O